NC1=NC=NN2C1=C(C=C2)C(=O)O 4-aminopyrrolo[2,1-f][1,2,4]triazine-5-carboxylic acid